3-((1-butyl-1H-tetrazol-5-yl)(4-(4-fluorophenyl)piperazin-1-yl)methyl)phenol C(CCC)N1N=NN=C1C(C=1C=C(C=CC1)O)N1CCN(CC1)C1=CC=C(C=C1)F